NCCCC1=NC(=NO1)C(C)C=1C=CC=C2C(=C(NC12)C(=O)O)C1=CC(=C(C=C1)CS(=O)(=O)C)F 7-[1-[5-(3-Aminopropyl)-1,2,4-oxadiazol-3-yl]ethyl]-3-[3-fluoro-4-(methylsulfonyl-methyl)phenyl]-1H-indole-2-carboxylic acid